(1-(1H-pyrazol-4-yl)-1H-1,2,3-triazol-4-ylmethyl)-4-(5-chloro-2-(4-chloro-1H-1,2,4-triazol-1-yl)phenyl)-5-methoxypyridin-2(1H)-one N1N=CC(=C1)N1N=NC(=C1)CN1C(C=C(C(=C1)OC)C1=C(C=CC(=C1)Cl)N1N=CN(C1)Cl)=O